3-[(7-cyano-1-isoquinolyl)amino]propanoic acid C(#N)C1=CC=C2C=CN=C(C2=C1)NCCC(=O)O